(R)-5-phenyl-4-(pyrazolo[1,5-a]pyridin-2-yl)-4,5,6,7-tetrahydro-1H-imidazo[4,5-c]pyridine C1(=CC=CC=C1)N1[C@H](C2=C(CC1)NC=N2)C2=NN1C(C=CC=C1)=C2